(R)-6-bromo-N7-ethyl-2-methyl-N4-(1-(2-methyl-3-(trifluoromethyl)phenyl)ethyl)quinazoline-4,7-diamine BrC=1C=C2C(=NC(=NC2=CC1NCC)C)N[C@H](C)C1=C(C(=CC=C1)C(F)(F)F)C